Cl[C@@]12[C@H]([C@@H]3C[C@@](C[C@H](C1)C3)(C2)Cl)[C@@H](N)C2=CC=CC=C2 (R)-((1S,2R,3S,5S,7R)-1,5-dichloroadamantan-2-yl)(phenyl)methanamine